dibenzothiophene S-oxide C1=CC=CC=2S(C3=C(C21)C=CC=C3)=O